C(C1=CC=CC=C1)OC(=O)N1CCC(=C[C@H]1C1=CC=C(C=C1)C(=O)OC)C1=NN(C=C1)C (S)-6-(4-(methoxycarbonyl)phenyl)-4-(1-methyl-1H-pyrazol-3-yl)-3,6-dihydropyridine-1(2H)-Carboxylic acid benzyl ester